N-(2-chloro-4-(trifluoromethyl)phenyl)-2-(5-ethyl-6-(4-(5-hydroxy-6-methylpyrimidine-4-carbonyl)piperazin-1-yl)-2-(2-methoxypyridin-4-yl)-7-oxooxazolo[4,5-b]pyridin-4(7H)-yl)acetamide ClC1=C(C=CC(=C1)C(F)(F)F)NC(CN1C2=C(C(C(=C1CC)N1CCN(CC1)C(=O)C1=NC=NC(=C1O)C)=O)OC(=N2)C2=CC(=NC=C2)OC)=O